3-(3-fluoro-2-methoxypyridin-4-yl)bicyclo[4.2.0]Oct-1(6),2,4-trien-2-amine FC=1C(=NC=CC1C1=C(C=2CCC2C=C1)N)OC